C(C)(=O)OC=1C=C(C=CC1)/C=C/C(=O)O.C(C)(=O)OC=1C=C(C=CC1)/C=C/C(=O)O[C@H]1CC=2C=C3C=CC(OC3=CC2OC1(C)C)=O (S)-8,8-dimethyl-2-oxo-7,8-dihydro-2H,6H-pyrano[3,2-g]chromen-7-yl (E)-3-(3-acetoxyphenyl)acrylate (E)-3-(3-acetoxyphenyl)acrylate